1-(1-naphthyl)-1H-pyrrole-2,5-dione C1(=CC=CC2=CC=CC=C12)N1C(C=CC1=O)=O